2-amino-6-borono-2-(1-(4-(3,4-dichlorophenoxy)benzyl)piperidin-4-yl)hexanoic acid NC(C(=O)O)(CCCCB(O)O)C1CCN(CC1)CC1=CC=C(C=C1)OC1=CC(=C(C=C1)Cl)Cl